C(C)C1=CC=C(CC(C=O)(C)C)C=C1 para-ethyl-alpha,alpha-dimethylhydrocinnamaldehyde